OCCC(=C(C1=CC=CC=C1)C1=CC=C(OC(C)N(C)C)C=C1)C1=CC=CC=C1 4-(4-hydroxy-1,2-diphenyl-1-butenyl)phenoxy-N,N-dimethylethylamine